OOO.[Mn] manganese (hydroxy) oxide